2-(5-methylthiophen-2-yl)-4-(thiophen-2-ylmethylene)oxazol-5(4H)-one CC1=CC=C(S1)C=1OC(C(N1)=CC=1SC=CC1)=O